7-chloro-4-[5-(tetrahydropyran-2-yloxymethyl)tetrahydrofuran-3-yl]-2,3-dihydro-1,4-benzoxazine ClC1=CC2=C(N(CCO2)C2COC(C2)COC2OCCCC2)C=C1